COC=1C=C(C=C(C1)OC)N[C@H]1CN(CCC1)S(=O)(=O)C(F)(F)F (R)-N-(3,5-Dimethoxyphenyl)-1-((trifluoromethyl)sulfonyl)piperidin-3-amine